N2-(3-fluoro-4-(4-(piperazin-1-yl)piperidin-1-yl)phenyl)-N4-(1-(methylsulfonyl)indolin-7-yl)-7H-pyrrolo[2,3-d]pyrimidine-2,4-diamine FC=1C=C(C=CC1N1CCC(CC1)N1CCNCC1)NC=1N=C(C2=C(N1)NC=C2)NC=2C=CC=C1CCN(C21)S(=O)(=O)C